Sodium N-(4-bromo-2-chlorophenyl)sulfamate BrC1=CC(=C(C=C1)NS([O-])(=O)=O)Cl.[Na+]